C(C)(C)NC1=C2N=CN(C2=NC(=N1)N1CCOCC1)/N=C/C1=CC(=CC=C1)C (E)-N-isopropyl-9-((3-methylbenzylidene)amino)-2-morpholino-9H-purin-6-amine